OC=1C=C(C(=O)O)C=C(C1OC)O 3,5-di-hydroxy-4-methoxybenzoic acid